C12COCC(CC1)N2C2=C(C=C(C=C2F)NC(OCC2=CC=CC=C2)=O)F benzyl 4-(3-oxa-8-aza-bicyclo[3.2.1]oct-8-yl)-3,5-difluorophenylcarbamate